N-[7-chloro-6-[4-(4-hydroxy-3-methyl-tetrahydrofuran-3-yl)piperazin-1-yl]-3-isoquinolyl]-2-methyl-3-(1-methylpyrazol-3-yl)cyclopropanecarboxamide ClC1=C(C=C2C=C(N=CC2=C1)NC(=O)C1C(C1C1=NN(C=C1)C)C)N1CCN(CC1)C1(COCC1O)C